(7-bromoquinolin-4-yl)dimethylphosphine oxide BrC1=CC=C2C(=CC=NC2=C1)P(C)(C)=O